C(#C)C1=CC=C(S1)CNCCOCCO 2-(2-((5-ethynyl-thiophen-2-yl)methylamino)ethoxy)ethanol